N-(2,3-dihydro-1H-inden-2-yl)-1,1-bis(3-(tributylsilyl)phenyl)phosphanamine C1C(CC2=CC=CC=C12)NP(C1=CC(=CC=C1)[Si](CCCC)(CCCC)CCCC)C1=CC(=CC=C1)[Si](CCCC)(CCCC)CCCC